C(C1=CC=CC=C1)N1C(=NN=C1N1CCOCC1)SC(C(=O)NC1=CC2=C(OCCO2)C=C1)C 2-{[4-benzyl-5-(morpholin-4-yl)-4H-1,2,4-triazol-3-yl]sulfanyl}-N-(2,3-dihydro-1,4-benzodioxin-6-yl)propanamide